CN1N=CC(=C1C)C=1C=C(C=2N(C1)C=C(N2)C(=O)N2C[C@H]([C@@]1(CC2)NCC2=CC=CC=C2C1)O)[C@@H](C)OC {6-(1,5-dimethyl-1H-pyrazol-4-yl)-8-[(1R)-1-methoxyethyl]imidazo[1,2-a]pyridin-2-yl}[(3R,3'R)-3'-hydroxy-1,4-dihydro-1'H,2H-spiro[isoquinoline-3,4'-piperidin]-1'-yl]methanone